4-(1-(2-(dimethylamino)ethyl)-5-(4-fluoro-2,6-dimethylphenoxy)-2-oxo-1,2-dihydropyridin-4-yl)-6-methyl-1,6-dihydro-7H-pyrrolo[2,3-c]pyridin-7-one CN(CCN1C(C=C(C(=C1)OC1=C(C=C(C=C1C)F)C)C=1C2=C(C(N(C1)C)=O)NC=C2)=O)C